N[C@H]1CN(CC1)C1=C(C=CC=C1C(=O)N[C@@H](C=1NC2=CC=CC=C2C1)C1=C(C=CC(=C1)F)O)C1=CC=CC=C1 ((R)-3-aminopyrrolidin-1-yl)-N-((R)-(5-fluoro-2-hydroxyphenyl)(1H-indol-2-yl)methyl)-[1,1'-biphenyl]-3-carboxamide